CC=1C(=NOC1)C(=O)O 4-METHYLISOXAZOLE-3-CARBOXYLIC ACID